C(C=C)(=O)N1CCN(CC1)C1(CCOCC1)C1=CC=C(C=C1)[C@H](C)NC=1N=CC2=C(N1)N(C(C=C2)=O)CC 2-{[(1S)-1-{4-[4-(4-acryloylpiperazin-1-yl)tetrahydro-2H-pyran-4-yl]phenyl}ethyl]amino}-8-ethylpyrido[2,3-d]pyrimidin-7(8H)-on